1-cyclopentyl-N-((4,6-dimethyl-2-oxo-1,2-dihydropyridin-3-yl)methyl)-6-(4-(morpholinomethyl)phenyl)-1H-indazole-4-carboxamide C1(CCCC1)N1N=CC=2C(=CC(=CC12)C1=CC=C(C=C1)CN1CCOCC1)C(=O)NCC=1C(NC(=CC1C)C)=O